2-((8-(3,3-bis(hydroxymethyl)azetidine-1-carbonyl)-2,3-dihydrobenzo[b][1,4]dioxin-5-yl)amino)-4-((cyclopentyl-methyl)amino)-7H-pyrrolo[2,3-d]pyrimidine-5-carbonitrile OCC1(CN(C1)C(=O)C1=CC=C(C2=C1OCCO2)NC=2N=C(C1=C(N2)NC=C1C#N)NCC1CCCC1)CO